(5S)-N-(7-chloro-6-(cis-4-((S)-3-fluoropyrrolidin-1-yl)cyclohexyl)isoquinolin-3-yl)-6,6-dimethyltetrahydro-2H-pyran-3-carboxamide ClC1=C(C=C2C=C(N=CC2=C1)NC(=O)C1COC(CC1)(C)C)[C@@H]1CC[C@@H](CC1)N1C[C@H](CC1)F